6,7-dichloro-1-(2-methylphenyl)-4-((2S)-2-methyl-4-(2-propenoyl)-1-piperazinyl)pyrido[2,3-d]pyrimidin-2(1H)-one ClC1=CC2=C(N(C(N=C2N2[C@H](CN(CC2)C(C=C)=O)C)=O)C2=C(C=CC=C2)C)N=C1Cl